C(C1=CC=CC=C1)N[C@H]1[C@H]([C@@]2(CC[C@](C1)(N2C(=O)OC(C)(C)C)C)C)F |r| racemic-tert-butyl (1S,2R,3R,5R)-3-(benzylamino)-2-fluoro-1,5-dimethyl-8-azabicyclo[3.2.1]octane-8-carboxylate